C1(CCCC1)C(=O)N1[C@@H](C=2NC3=CC=CC=C3C2C[C@H]1C)C1=C(C=C(C=C1F)OCCN1CC(C1)CF)F cyclopentyl-[(1R,3R)-1-[2,6-difluoro-4-[2-[3-(fluoromethyl)azetidin-1-yl]ethoxy]phenyl]-3-methyl-1,3,4,9-tetrahydropyrido[3,4-b]indol-2-yl]methanone